NC(C(=O)O)=C.NC1=C(C(=NC(=C1Cl)Cl)C#N)Cl 4-amino-3,5,6-trichloropyridine-2-carbonitrile Aminoacrylat